2-[3-(2,7-diazaspiro[3.5]non-7-yl)-1,2,4-triazin-6-yl]-5-(1H-pyrazol-4-yl)phenol C1NCC12CCN(CC2)C=2N=NC(=CN2)C2=C(C=C(C=C2)C=2C=NNC2)O